2-(2'-chloro-[1,1'-biphenyl]-3-yl)-4,4,5,5-tetramethyl-1,3,2-dioxaborolane ClC1=C(C=CC=C1)C1=CC(=CC=C1)B1OC(C(O1)(C)C)(C)C